COC(=O)C=1N=CN(C1)C1=C(C=C(C=C1)Cl)Br 1-(2-bromo-4-chlorophenyl)-1H-imidazole-4-carboxylic acid methyl ester